Para-toluenesulfonylglycine methyl ester COC(CNS(=O)(=O)C1=CC=C(C)C=C1)=O